3-phenylprop-2-yn-1-one C1(=CC=CC=C1)C#CC=O